FC1=CC(=C(C=C1C1=CC(=CC=C1)CN(C1COC1)C)NC(=O)C1=CNC(C=C1C(F)(F)F)=O)N1C[C@H](N([C@H](C1)C)C)C |r| N-[4-fluoro-5-[3-[[methyl(oxetan-3-yl)amino]methyl]phenyl]-2-[rac-(3R,5S)-3,4,5-trimethylpiperazin-1-yl]phenyl]-6-oxo-4-(trifluoromethyl)-1H-pyridine-3-carboxamide